COC(C=C)=O.OC12CC3CC(CC(C1)C3)C2 hydroxyl-adamantane (methyl)acrylate